2,6-dichlorobenzoyl-diphenylphosphine oxide ClC1=C(C(=O)P(C2=CC=CC=C2)(C2=CC=CC=C2)=O)C(=CC=C1)Cl